NC1=C(C=C(C=C1)C1=C2CN(C(C2=CC=C1)=O)CC(C#N)=C)Cl 2-{[4-(4-amino-3-chlorophenyl)-1-oxo-2,3-dihydro-1H-isoindol-2-yl]methyl}prop-2-enenitrile